CC1CCC2C13CC(C2(C)C)C(=C)C(C3)O Cedrenol